CC1CC(CC2=CC(=CC=C12)OC1=CC=CC2=CC=CC(=C12)C)(C(=O)O)NC(=O)OC(C)(C)C.N=1C=NCCC1 4,5-Dihydropyrimidin 4-methyl-2-((tert-butoxycarbonyl)amino)-7-((8-methylnaphthalen-1-yl)oxy)-1,2,3,4-tetrahydronaphthalene-2-carboxylate